FC(C1=CC=C(C=C1)C=1N=C2C(=NC1)C(=NC=C2)Cl)(F)F 2-(4-trifluoromethylphenyl)-5-chloropyrido[3,4-b]pyrazine